NC1=CC(=NN1C)C1=CC=C(C=C1)N(C(C1=C(C=CC=C1)Cl)=O)CC#C N-(4-(5-amino-1-methyl-1H-pyrazol-3-yl)phenyl)-2-chloro-N-(prop-2-yn-1-yl)benzamide